ClC=1C=C(C=CC1)CC(CN1C=C(C2=CC=CC=C12)C=O)=O (3-(3-chlorophenyl)-2-oxopropyl)-1H-indole-3-carbaldehyde